ClC=1C(=C2CC(CC2=CC1)NC1=CC=C(C=N1)C(C(F)(F)F)N1C(CCC1)=O)F 1-(1-(6-((5-Chloro-4-fluoro-2,3-dihydro-1H-inden-2-yl)amino)pyridin-3-yl)-2,2,2-trifluoroethyl)-2-oxopyrrolidin